(S)-N-(1-(4-(tert-butyl)phenyl)-6-(2-(hydroxymethyl)pyrrolidin-1-yl)-1H-pyrazolo[3,4-d]pyrimidin-4-yl)-5-nitrothiophene-2-carboxamide C(C)(C)(C)C1=CC=C(C=C1)N1N=CC=2C1=NC(=NC2NC(=O)C=2SC(=CC2)[N+](=O)[O-])N2[C@@H](CCC2)CO